C1(=CC=CC=C1)C1=NC(=NC(=N1)C=1C=NC=CC1)B(O)O (4-phenyl-6-(pyridin-3-yl)-1,3,5-triazin-2-yl)boronic acid